ClC=1C(=CC(=C(C(=O)NS(=O)(=O)N2CC(C2)O[C@H]2CN(CCC2)C(=O)OCC2=CC=CC=C2)C1)F)OCC1CCCC1 (R)-benzyl 3-((1-(N-(5-chloro-4-(cyclopentylmethoxy)-2-fluorobenzoyl)sulfamoyl)azetidin-3-yl)oxy)piperidine-1-carboxylate